COC1(CC(=C(C=C1)C1=CC=CC=C1)OCCCN)C1=CC=C(C=C1)OCCCCC 3-((4-methoxy-4''-(pentyloxy)-[1,1':4,1''-terphenyl]-2-yl)oxy)propan-1-amine